4-((3-(4-(difluoromethoxy)phenyl)imidazo[1,2-a]pyrazin-8-yl)amino)-2-methyl-N-(5-morpholinopentyl)benzamide FC(OC1=CC=C(C=C1)C1=CN=C2N1C=CN=C2NC2=CC(=C(C(=O)NCCCCCN1CCOCC1)C=C2)C)F